2,3,4-trihydroxy-6-chloro-4'-tert-butyl-benzophenone OC1=C(C(=O)C2=CC=C(C=C2)C(C)(C)C)C(=CC(=C1O)O)Cl